C(#N)C[C@@H]1N(CCN(C1)C=1C2=C(N=C(N1)OC[C@H]1N(CCC1)C)CN(C2)CC2=CC=CC1=C2CCO1)C(=O)OCC1=CC=CC=C1 Benzyl (S)-2-(cyanomethyl)-4-(6-((2,3-dihydrobenzofuran-4-yl)methyl)-2-(((S)-1-methylpyrrolidin-2-yl)methoxy)-6,7-dihydro-5H-pyrrolo[3,4-d]pyrimidin-4-yl)piperazine-1-carboxylate